hexane-1,6-diyl bis(10-hydroxyoctadecanoate) OC(CCCCCCCCC(=O)OCCCCCCOC(CCCCCCCCC(CCCCCCCC)O)=O)CCCCCCCC